(Sa)-2-(6-aminospiro[3.3]heptan-2-yl)acetic acid ethyl ester C(C)OC(CC1CC2(C1)CC(C2)N)=O